2-fluoro-4-(4-methoxymethyl-2,5-dioxoimidazolin-4-yl)benzoic acid FC1=C(C(=O)O)C=CC(=C1)C1(NC(NC1=O)=O)COC